C(C)(C)(C)OC(NC1CCC(CC1)N1N=C2C=C(C(=CC2=C1)Br)OC)=O ((1r,4r)-4-(5-bromo-6-methoxy-2H-indazol-2-yl)cyclohexyl)carbamic acid tert-butyl ester